1-[7-difluoromethyl-6-(1-methyl-1H-pyrazol-4-yl)-3,4-dihydro-2H-quinolin-1-yl]-6-(3-oxo-morpholin-4-yl)-isoquinoline-3-carboxylic acid methylamide CNC(=O)C=1N=C(C2=CC=C(C=C2C1)N1C(COCC1)=O)N1CCCC2=CC(=C(C=C12)C(F)F)C=1C=NN(C1)C